FC1=C(C=CC=C1)C=1C(=CC=CC1)N 2'-fluoro-[1,1'-biphenyl]-2-amine